α-chloro-acrylic acid ClC(C(=O)O)=C